COC(=O)N[C@H](C(=O)N1[C@@H]([C@H]2C([C@H]2C1)(C)C)C(=O)O)C(C)(C)C (1R,2S,5S)-3-((S)-2-((methoxycarbonyl)amino)-3,3-dimethylbutanoyl)-6,6-dimethyl-3-azabicyclo[3.1.0]hexane-2-carboxylic acid